ICCC(=O)C=1C=NC=CC1 3-iodo-1-(pyridin-3-yl)propan-1-one